dimethylammonio 1-propanesulfonate C(CC)S(=O)(=O)O[NH+](C)C